6,7-dihydropyrazolo[1,5-a]pyrazinone N1C(C=C2N1CCN=C2)=O